3-(4-hydroxybutoxy)propanenitrile OCCCCOCCC#N